ClC1=CC=CC=2C(=CC=CC12)B(O)O 1-CHLORONAPHTHALENE-5-BORONIC ACID